Cl.C(C)(C)N1CC2=CC(=CC=C2CC1)N(C1=CC=CC=C1)C 2-isopropyl-N-methyl-N-phenyl-1,2,3,4-tetrahydroisoquinolin-7-amine hydrochloride